C(#N)C1=C(C(=O)N)C=CC(=C1)NCCN1CCCC1 2-cyano-4-((2-(pyrrolidin-1-yl)ethyl)amino)benzamide